ClCC(=O)N1C2=C(S(CC1)(=O)=O)C=CC=C2 2-chloro-1-(1,1-dioxido-2,3-dihydro-4H-benzo[b][1,4]thiazin-4-yl)ethan-1-one